COC1=C(C(=CC(=C1)C1=CN(C(C2=CN=CC=C12)=O)C)OC)CN(C)CC12CC(C1)(C2)C(=O)O 3-[([[2,6-dimethoxy-4-(2-methyl-1-oxo-2,7-naphthyridin-4-yl)phenyl]methyl](methyl)amino)methyl]bicyclo[1.1.1]pentane-1-carboxylic acid